ClC1=C(C(=O)NCC2=CC(NC=C2)=O)C=CC(=C1)NC=1C=2N(C=CN1)C(=CN2)C2=C(C(=C(C=C2)OCC#N)F)F 2-chloro-4-[[3-[4-(cyanomethoxy)-2,3-difluoro-phenyl]imidazo[1,2-a]pyrazin-8-yl]amino]-N-[(2-oxo-1H-pyridin-4-yl)methyl]benzamide